tert-butyl ((4-(((1-ethyl-1H-pyrazolo[3,4-b]pyridine-4-yl)amino)methyl)piperidin-1-yl)sulfonyl)carbamate C(C)N1N=CC=2C1=NC=CC2NCC2CCN(CC2)S(=O)(=O)NC(OC(C)(C)C)=O